COC1=CC=C(C=C1)C=1OC2=C(C1)C=C(C=C2)CN2[C@@H](CC2)C(=O)N (S)-1-((2-(4-methoxyphenyl)benzofuran-5-yl)methyl)azetidine-2-carboxamide